CC1=CC=C(C=N1)S(=O)(=O)N 6-methylpyridine-3-sulphonamide